CN(C1=C(C=O)C=C(C=C1)O)C 2-(DIMETHYLAMINO)-5-HYDROXYBENZALDEHYDE